Nickel-Vanadium-Oxid [O-2].[V+5].[Ni+2]